[N+3].[PH2]([O-])=O.[PH2]([O-])=O.[PH2]([O-])=O phosphinate nitrogen